6-hydrazino-2-methyl-1H-pyrrolo[3,4-c]pyridin-3-one N(N)C1=CC2=C(C=N1)C(N(C2)C)=O